ClC1=CC=CC=2SC3=CC=CC=C3N(C12)CC1=CC(=CC=C1)[N+](=O)[O-] Chloro-10-(3-nitrobenzyl)-10H-phenothiazine